C(=O)C=1C=C2CN(CC2=CC1)C(=O)OC(C)(C)C tert-butyl 5-formylisoindoline-2-carboxylate